(7Z)-11-chloro-1,1-diethoxy-7-undecayne ClCCCC#CCCCCCC(OCC)OCC